N-(7-chloro-6-(1-(4-hydroxy-3-methyltetrahydrofuran-3-yl)piperidin-4-yl)isoquinolin-3-yl)tetrahydrofuran-2-carboxamide ClC1=C(C=C2C=C(N=CC2=C1)NC(=O)C1OCCC1)C1CCN(CC1)C1(COCC1O)C